Methylenebisphosphonic acid C(P(O)(O)=O)P(O)(O)=O